(3α,5β,6α)-cholestane-3,6-diol CC(C)CCC[C@@H](C)[C@H]1CC[C@H]2[C@@H]3C[C@@H]([C@@H]4C[C@@H](CC[C@]4(C)[C@H]3CC[C@]12C)O)O